C[C@@H]1CN=C(O1)C=1OC(CN1)C (5R,5R)-5,5'-dimethyl-4,4',5,5'-tetrahydro-2,2'-bioxazole